[18F]-fluoro-deoxy-D-glucose [18F]C(=O)C[C@@H](O)[C@H](O)[C@H](O)CO